5,5-dimethyl-1,3,2-dioxaborolan CC1(COBO1)C